6-bromo-1-fluoro-2-nitrobenzene BrC1=CC=CC(=C1F)[N+](=O)[O-]